[O-2].[O-2].[O-2].[O-2].[O-2].[Ta+5].[Ta+5] tantalum pentoxide